1-(2,3'-bis(benzyloxy)-6-hydroxy-4'-methyl-[1,1'-biphenyl]-4-yl)piperidine-4-Carbamate C(C1=CC=CC=C1)OC1=C(C(=CC(=C1)N1CCC(CC1)NC(=O)[O-])O)C1=CC(=C(C=C1)C)OCC1=CC=CC=C1